(S)-2-(4-(6-((5-chloro-3-fluoropyridin-2-yl)methoxy)pyridin-2-yl)-2,5-difluorobenzyl)-3-(oxetan-2-ylmethyl)-3H-imidazo[4,5-b]pyridine-5-carboxylic acid ClC=1C=C(C(=NC1)COC1=CC=CC(=N1)C1=CC(=C(CC2=NC=3C(=NC(=CC3)C(=O)O)N2C[C@H]2OCC2)C=C1F)F)F